C(C=C)(=O)N1C[C@@H](N(CC1)C=1C2=C(N(C(N1)=O)C1=C(C=C(C=C1C)CO[Si](C1=CC=CC=C1)(C1=CC=CC=C1)C(C)(C)C)C(C)C)N=C(C(=C2)Cl)C2=C(C=CC=C2)F)C (S)-4-(4-acryloyl-2-methylpiperazin-1-yl)-1-(4-(((tert-butyldiphenylsilyl)oxy)methyl)-2-isopropyl-6-methylphenyl)-6-chloro-7-(2-fluorophenyl)pyrido[2,3-d]pyrimidin-2(1H)-one